(Z)-cycloocta-2-en-1-yl acetate C(C)(=O)OC1\C=C/CCCCC1